C(C1=CC=CC=C1)OC1CC(C1)OC1=CC(=NC(=C1)C1(COCC1)OC)N1N=CC=2C=NC(=CC21)NC(C)=O N-(1-(4-(3-(benzyloxy)cyclobutoxy)-6-(3-methoxytetrahydrofuran-3-yl)pyridin-2-yl)-1H-pyrazolo[4,3-C]pyridin-6-yl)acetamide